C(C)(=O)C1=C(C=C(C=C1)Cl)N1CON(CC1)C(C(=O)NC1=CC=C(C(=O)O)C=C1)CC1=CC=CC=C1 4-(2-(4-(2-acetyl-5-chlorophenyl)-2-oxapiperazin-1-yl)-3-phenylpropionamido)benzoic acid